trimethyl[bis(allyldimethylsilyl)cyclopentadienyl]-platinum(IV) C[Pt](C1(C(=CC=C1)[Si](C)(C)CC=C)[Si](CC=C)(C)C)(C)C